(S)-N1-(1-(2-((1S,2R,4R)-bicyclo[2.2.1]heptan-2-ylamino)-2-oxoethyl)-2-oxo-1,2-dihydropyridin-3-yl)-N6-ethyl-2-(3-methylbenzofuran-2-carboxamido)-5-oxohexanediamide [C@H]12[C@@H](C[C@H](CC1)C2)NC(CN2C(C(=CC=C2)NC([C@H](CCC(C(=O)NCC)=O)NC(=O)C=2OC1=C(C2C)C=CC=C1)=O)=O)=O